FC1CCN(CC1)CCN(C(=O)C1=CC2=C(S1)C(=CC=C2OC)C2=CN(C(C=C2)=O)C)CCC2OC2 N-(2-(4-fluoropiperidin-1-yl)ethyl)-4-methoxy-7-(1-methyl-6-oxo-1,6-dihydropyridin-3-yl)-N-(2-(oxiran-2-yl)ethyl)benzo[b]thiophene-2-carboxamide